FC1=C(C(=CC=C1NS(=O)(=O)C=1C=2N=CC=NC2C=CC1)F)C=1C=C2C=NC(=NC2=CC1)NC(C(C)(C)C)=O N-(6-(2,6-difluoro-3-(quinoxaline-5-sulfonamido)phenyl)quinazolin-2-yl)pivalamide